OCC=1C(=CC2=CN(N=C2C1)CC1COC1)NC(=O)C1=NC(=CC=C1)C(F)(F)F N-[6-(Hydroxymethyl)-2-(oxetan-3-ylmethyl)-2H-indazol-5-yl]-6-(trifluoromethyl)pyridine-2-carboxamide